(R)-4-(4-fluorophenyl)-1-(6-((2-hydroxy-2-phenylethyl)amino)pyrimidin-4-yl)piperidin-4-ol FC1=CC=C(C=C1)C1(CCN(CC1)C1=NC=NC(=C1)NC[C@@H](C1=CC=CC=C1)O)O